BrC1=C(C=CC=C1)P(C1=CC=CC=C1)C1=CC=CC=C1 (2-bromophenyl)diphenylphosphine